(R or S)-1-(5-((4-(difluoromethoxy)phenyl)sulfonyl)-3,4,5,6-tetrahydropyrrolo[3,4-c]pyrrol-2(1H)-yl)-3-hydroxy-2-(pyridin-2-yl)propan-1-one FC(OC1=CC=C(C=C1)S(=O)(=O)N1CC2=C(C1)CN(C2)C([C@@H](CO)C2=NC=CC=C2)=O)F |o1:21|